(Z)-2,3-bis(trifluoromethyl)oxirane FC(C1OC1C(F)(F)F)(F)F